N1(N=NC=C1)C[C@H]1C[C@@H](NC1)CONC(=O)[C@H]1N2C(N([C@H](CC1)C2)OS(=O)(=O)O)=O (2S,5R)-N-{[(2R,4S)-4-(1H-1,2,3-triazol-1-ylmethyl)-pyrrolidin-2-yl]methyloxy}-7-oxo-6-(sulfooxy)-1,6-diazabicyclo[3.2.1]octane-2-carboxamide